(naphthalen-2-yl-d7)boronic acid C1(=C(C(=C(C2=C(C(=C(C(=C12)[2H])[2H])[2H])[2H])[2H])[2H])B(O)O)[2H]